NC=1C(=NC(=C(N1)C=1OC=CN1)C=1C=CC=2N(C1)C(=CN2)C)C(=O)NCC2(NCCC2)C 3-amino-6-[3-methylimidazo[1,2-a]Pyridin-6-yl]-N-[(2-methylpyrrolidin-2-yl)methyl]-5-(1,3-Oxazol-2-yl)pyrazine-2-carboxamide